ethyl 2-((2-chloro-4-fluorophenyl)amino)-4-(trifluoromethyl)-benzoate ClC1=C(C=CC(=C1)F)NC1=C(C(=O)OCC)C=CC(=C1)C(F)(F)F